BrC=1C(=CC(=NC1C)N)C 5-bromo-4,6-dimethylpyridin-2-amine